N-tert.-Butyl-4-[[2-(5-fluoro-2-hydroxyphenyl)acetyl]amino]pyridin C(C)(C)(C)N1CC=C(C=C1)NC(CC1=C(C=CC(=C1)F)O)=O